ClC1=C(C=NN(C1=O)C)N[C@@H]1C[C@@H](CN(C1)C)C1=CC=C(C(=O)N2CCC3(CC2)CCN(CC3)C3=C2C(N(C(C2=CC=C3)=O)C3C(NC(CC3)=O)=O)=O)C=C1 4-[3-[4-[(3R,5R)-5-[(5-chloro-1-methyl-6-oxo-pyridazin-4-yl)amino]-1-methyl-3-piperidyl]benzoyl]-3,9-diazaspiro[5.5]undecan-9-yl]-2-(2,6-dioxo-3-piperidyl)isoindoline-1,3-dione